trans-benzyl (3-fluoro-4-(1-((4-((((4-nitrophenoxy)carbonyl)oxy)methyl)cyclohexyl)methyl)piperidin-4-yl)phenyl)carbamate FC=1C=C(C=CC1C1CCN(CC1)C[C@@H]1CC[C@H](CC1)COC(=O)OC1=CC=C(C=C1)[N+](=O)[O-])NC(OCC1=CC=CC=C1)=O